ClC1=NC(=CC(=C1)C=1C=C(C#N)C=CC1C1=NN=CN1C)Cl 3-(2,6-dichloropyridin-4-yl)-4-(4-methyl-1,2,4-triazol-3-yl)benzonitrile